FC1(CC(C1)CN[C@@H]1[C@@H](CCCCC1)OC=1C=C2CN(C(C2=CC1)=O)C1C(NC(CC1)=O)=O)F 3-(5-(((1R,2S)-2-(((3,3-difluorocyclobutyl)methyl)amino)cycloheptyl)oxy)-1-oxoisoindolin-2-yl)piperidine-2,6-dione